BrC=1C(=C(C(=O)NC2=C(C(=CC=C2)C#N)O)C=CC1)C 3-bromo-N-(3-cyano-2-hydroxyphenyl)-2-methylbenzamide